BrC1=CC=C(C(=N1)NC(=O)[C@H]1N([C@@H]2C[C@@]2(C1)CNC(CCCC=C)=O)C(=O)OC(C)(C)C)C (1R,3S,5R)-tert-Butyl 3-((6-Bromo-3-methylpyridin-2-yl)carbamoyl)-5-(hex-5-enamidomethyl)-2-azabicyclo[3.1.0]hexane-2-carboxylate